C(C)OC(C(=O)C1CS(C2=C(C(=CC=C2C1=O)Cl)F)(=O)=O)=O 2-(7-Chloro-8-fluoro-1,1-dioxo-4-oxothiochroman-3-yl)-2-oxoacetic acid ethyl ester